ClC(CC(CC(CCCC(OCC1=CC=CC=C1)OC(CCCC(CC(CC(C)Cl)C)C)OCC1=CC=CC=C1)C)C)C 8-chloro-4,6-dimethylnonylbenzyloxymethyl ether